(5S)-2-(cyclooctylamino)-5-methyl-5-propyl-1,3-thiazol C1(CCCCCCC1)NC1S[C@](C=N1)(CCC)C